C(CCCCCCCCCCCCCCCCCCCC)N1C(CCCC1)=O 1-N-heneicosyl-2-piperidone